3-(4-fluorobenzyl)-1-(6H-isochromeno[3,4-c]pyridin-8-yl)pyrrolidin-2-one-3-d FC1=CC=C(CC2(C(N(CC2)C=2C=CC3=C(C2)COC2=CN=CC=C23)=O)[2H])C=C1